4-(pyridin-4-ylmethyl)-2-(2,2,2-trifluoroethyl)thiazole N1=CC=C(C=C1)CC=1N=C(SC1)CC(F)(F)F